N-((6-fluoropyridin-2-yl)sulfonyl)nicotinamide FC1=CC=CC(=N1)S(=O)(=O)NC(C1=CN=CC=C1)=O